COC1=CC=C(C=C1)C1=NN=C(C=2CCCCC12)NC=1C=C(C=CC1)O 3-((4-(4-methoxyphenyl)-5,6,7,8-tetrahydrophthalazin-1-yl)amino)phenol